4-[(8-bromo-8,8-difluorooctyl)amino]-3-(dimethylsulfamoyl)benzoic acid BrC(CCCCCCCNC1=C(C=C(C(=O)O)C=C1)S(N(C)C)(=O)=O)(F)F